1,3,7,12-tetrahydroxy-cholan-24-oic acid OC1CC(CC2CC([C@H]3[C@@H]4CC[C@H]([C@@H](CCC(=O)O)C)[C@]4(C(C[C@@H]3[C@@]12C)O)C)O)O